IC=1C=C2C=CN(C2=CC1)C1OC(OC1)=O 4-(5-iodo-1H-indol-1-yl)-1,3-dioxolan-2-one